OC1(CC2(C1)CCC(CC2)N2N=C1C=C(C(=CC1=C2)C(=O)NC2=CN=C1N2N=CC=C1)OC)C 2-(2-hydroxy-2-methyl-spiro[3.5]nonan-7-yl)-N-(imidazo[1,2-b]pyridazin-3-yl)-6-methoxy-2H-indazole-5-carboxamide